(S)-2-((6-(4-chlorophenyl)-8-(1,5-dimethyl-1H-pyrazol-4-yl)-[1,2,4]triazolo[1,5-a]pyrazin-2-yl)amino)propan-1-ol ClC1=CC=C(C=C1)C=1N=C(C=2N(C1)N=C(N2)N[C@H](CO)C)C=2C=NN(C2C)C